tert-butyl-(2R)-4-{8-chloroimidazo[1,5-a]pyrazin-3-yl}-2-(methoxymethyl)pyrrolidine C(C)(C)(C)N1[C@H](CC(C1)C1=NC=C2N1C=CN=C2Cl)COC